acryloxyoctyl-diiodomethylsilane C(C=C)(=O)OCCCCCCCC[SiH2]C(I)I